ClC1=CC(=C(C2=C1OC1(CCC(CC1)CN(C)C)O2)C)C(=O)OC methyl 7-chloro-4'-((dimethylamino) methyl)-4-methylspiro[benzo[d][1,3]dioxole-2,1'-cyclohexane]-5-carboxylate